N1([C@@H](CCC1)C(=O)O)N[C@@H](C(C)C)C(=O)O prolinovaline